Dimethylethanolamin CN(CCO)C